N-isobutyl-5-(1-methyl-1H-benzo[d][1,2,3]triazol-6-yl)pyrrolo[2,1-f][1,2,4]triazin-2-amine C(C(C)C)NC1=NN2C(C=N1)=C(C=C2)C=2C=CC1=C(N(N=N1)C)C2